6-[(E)-3-oxoprop-1-enyl]pyridine-3-carbonitrile O=C/C=C/C1=CC=C(C=N1)C#N